(3S,4R,5R,6S)-1-{6-[(4-chlorobenzyl)oxy]hexyl}-3,4,5,6-azepanetetrol ClC1=CC=C(COCCCCCCN2C[C@@H]([C@H]([C@@H]([C@H](C2)O)O)O)O)C=C1